α-bromoacetic acid allyl ester C(C=C)OC(CBr)=O